F[C@H]1[C@H](C1)C(=O)NC1=NC=NC(=C1)C=1C(=NC=CC1)NC=1C=NC(=CC1C)[C@H](CC)O (1R,2R)-2-fluoro-N-{6-[2-({6-[(1S)-1-hydroxypropyl]-4-methylpyridin-3-yl}amino)pyridin-3-yl]pyrimidin-4-yl}cyclopropane-1-carboxamide